(2-amino-3,4,5-trifluorophenyl)boronic acid NC1=C(C=C(C(=C1F)F)F)B(O)O